COC1=NC(=NN2C1=C(C=C2)C2=CC=1N(C=C2)N=CC1)NC1CCC(CC1)(O)C trans-4-((4-Methoxy-5-(pyrazolo[1,5-a]pyridin-5-yl)pyrrolo[2,1-f][1,2,4]triazin-2-yl)amino)-1-methylcyclohexan-1-ol